1-(3-(4-chloro-3-ethyl-1H-pyrrolo[2,3-b]pyridin-5-yl)phenyl)-3-(hydroxymethyl)piperidin-2-one ClC1=C2C(=NC=C1C=1C=C(C=CC1)N1C(C(CCC1)CO)=O)NC=C2CC